C(CC(=O)OC(C)C)(=O)OCC=C Allyl isopropyl malonate